4-((((1R,2R)-2-((2-(2,6-dioxopiperidin-3-yl)-1-oxoisoindolin-5-yl)oxy)cyclohexyl)(methyl)amino)methyl)benzonitrile O=C1NC(CCC1N1C(C2=CC=C(C=C2C1)O[C@H]1[C@@H](CCCC1)N(C)CC1=CC=C(C#N)C=C1)=O)=O